(1R,3R)-3-[(4R)-4-ethyl-2-imino-4-methyl-6-oxo-hexahydropyrimidin-1-yl]-N-[(3S,4R)-3-hydroxy-3-methyl-chroman-4-yl]-1-methyl-indane-5-carboxamide C(C)[C@]1(NC(N(C(C1)=O)[C@@H]1C[C@H](C2=CC=C(C=C12)C(=O)N[C@H]1[C@](COC2=CC=CC=C12)(C)O)C)=N)C